NC1=CC=C(C(C(F)(F)F)(C)O)C=C1 4-amino-α-methyl-α-trifluoromethyl-benzyl alcohol